(2S,4R)-1-((S)-2-acetamido-3,3-dimethylbutanoyl)-4-hydroxy-N-((5-(4-methylthiazol-5-yl)pyrimidin-2-yl)methyl)pyrrolidine-2-carboxamide C(C)(=O)N[C@H](C(=O)N1[C@@H](C[C@H](C1)O)C(=O)NCC1=NC=C(C=N1)C1=C(N=CS1)C)C(C)(C)C